(5-methyl-2-isopropylcyclohexyl)diphenylphosphine CC1CCC(C(C1)P(C1=CC=CC=C1)C1=CC=CC=C1)C(C)C